ClC1=CC=C(C=C1)NC1=CC=2C3=C(NC2C=C1)CCN(C3)C(=O)C=3C=NC=CC3 (8-((4-chlorophenyl)amino)-1,3,4,5-tetrahydro-2H-pyrido[4,3-b]indol-2-yl)(pyridin-3-yl)methanone